(S)-1-cyano-N-(5-(3-methoxyphenyl)-isoxazol-3-yl)-N-methylpyrrolidine-2-carboxamide C(#N)N1[C@@H](CCC1)C(=O)N(C)C1=NOC(=C1)C1=CC(=CC=C1)OC